BrC1=CC=C(C=N1)N1C(CCC1)=O 1-(6-bromopyridin-3-yl)pyrrolidin-2-one